FC1=C(C=CC=C1)[C@@H]1CC[C@H]2OC3(C(N21)=O)CN(C3)C3=CC=NC=2N3N=CC2 (5'S,7a'R)-5'-(2-fluorophenyl)-1-(pyrazolo[1,5-a]pyrimidin-7-yl)tetrahydro-3'H-spiro[azetidine-3,2'-pyrrolo[2,1-b]oxazol]-3'-one